iso-Pentyl-4-methyl-2-phenoxy-1H-imidazole-1-carboxamide C(CC(C)C)C1=C(N=C(N1C(=O)N)OC1=CC=CC=C1)C